CC1=C2CC(=O)O[C@H]([C@@]2(CC[C@@H]1[C@@]34COC(=O)C[C@@H]3OC([C@@H]4CC(=O)O)(C)C)C)C5=COC=C5 The molecule is a limonoid, a lactone, a monocarboxylic acid, an organic heterobicyclic compound and a member of furans. It has a role as a metabolite. It derives from a limonin. It is a conjugate acid of a deoxylimonoate.